BrC=1C(=NN(C1C=1C=NC(=CC1)F)C1=NC=CN=C1)OCC(=O)O {[4-bromo-5-(6-fluoropyridin-3-yl)-1-(pyrazin-2-yl)-1H-pyrazol-3-yl]oxy}acetic acid